(5-(4-methoxybenzyl)-4,5-dihydroisoxazol-3-yl)benzophenone COC1=CC=C(CC2CC(=NO2)C2=C(C(=O)C3=CC=CC=C3)C=CC=C2)C=C1